FC(C(C)OC1=NC=CC(=C1)C(C)N)(F)F 1-(2-((1,1,1-trifluoropropan-2-yl)oxy)pyridin-4-yl)ethan-1-amine